(3S)-5,6-dichloro-1'-[(1R,3R,4S)-3,4-dihydroxycyclopentanecarbonyl]-1H-spiro[indol-3,3'-pyrrolidin]-2-one ClC=1C=C2C(=CC1Cl)NC([C@]21CN(CC1)C(=O)C1C[C@H]([C@H](C1)O)O)=O